COC1=C(C=C(C=N1)N1C(O[C@]2(C1)C[C@@](CCC2)(C)CN2C=NC1=C2C=C(C=C1)C#N)=O)C 1-(((5s,7s)-3-(6-methoxy-5-methylpyridin-3-yl)-7-methyl-2-oxo-1-oxa-3-azaspiro[4.5]decan-7-yl)methyl)-1H-benzo[d]imidazole-6-carbonitrile